5-methoxy-1-methylisoquinoline-7-carboxylic acid methyl ester COC(=O)C1=CC(=C2C=CN=C(C2=C1)C)OC